((4-fluorophenyl)carbamoyl)cyclopropanecarboxylic acid FC1=CC=C(C=C1)NC(=O)C1(CC1)C(=O)O